CO\N=C/1\C2=C(NC=N1)N(C=C2)[C@H]2[C@@H]([C@@H]([C@H](C2)CCC2=CC=C1C=CC(=NC1=C2)NC)O)O (Z)-7-((1R,2S,3R,4S)-2,3-dihydroxy-4-(2-(2-(methylamino)quinolin-7-yl)ethyl)cyclopentyl)-1,7-dihydro-4H-pyrrolo[2,3-d]pyrimidin-4-one O-methyl oxime